N-pelargonoyl-glutamine C(CCCCCCCC)(=O)N[C@@H](CCC(N)=O)C(=O)O